NC1=C(SC2=NC(=C(C=C21)F)C)C(=O)N[C@@H]2COC1=CC(=CC=C1C2)N2CCNCC2 (S)-3-amino-5-fluoro-6-methyl-N-(7-(piperazin-1-yl)chroman-3-yl)thieno[2,3-b]pyridine-2-carboxamide